5''-methyl-6'-pentyl-4-(pyridin-3-yl)-1'',2'',3'',4''-tetrahydro-[1,1':3',1''-terphenyl]-2',4'-diol CC=1CCCC(C1)C1=C(C(=C(C=C1O)CCCCC)C1=CC=C(C=C1)C=1C=NC=CC1)O